C(C)N(C1=NC(=CC(=N1)N1CCN(CC1)CC([C@H]1CC[C@H]2[C@@H]3CCC4=CC(CC[C@]4(C)[C@H]3[C@@H](C[C@]12C)O)=O)=O)N(CC)CC)CC 21-[4-[2,6-bis(diethylamino)-4-pyrimidinyl]-1-piperazinyl]-11alpha-hydroxypregna-4-ene-3,20-dione